C1(CCCCC1)N1N=NC2=C1C=CC(=C2)C2=NC(=NO2)C2=CC=CC=C2 1-cyclohexyl-5-(3-phenyl-1,2,4-oxadiazol-5-yl)-1H-1,2,3-benzotriazole